CN(C1CCC(CC1)NC1=NC=2N(C(C(=NC2C=N1)C1=CC(=C(C=C1)NS(=O)(=O)CCC(F)(F)F)F)=O)C(C)C)C N-(4-(2-(((1r,4r)-4-(Dimethylamino)cyclohexyl)amino)-8-isopropyl-7-oxo-7,8-dihydropteridin-6-yl)-2-fluorophenyl)-3,3,3-trifluoropropane-1-sulfonamide